(S)-((1-(6,7-dimethoxyquinazolin-4-yl)azepan-4-yl)methyl)phosphonic acid COC=1C=C2C(=NC=NC2=CC1OC)N1CC[C@H](CCC1)CP(O)(O)=O